C(C)(C)(C)C=1C=C(C=CC1)C1=CC(=CC=C1)C(C(=O)N1CC2=C(CCC1)N=C(NC2=O)C2(CC2)C=2C=NC=C(C2)C(C)C)O 6-(2-(3'-(tert-butyl)-[1,1'-biphenyl]-3-yl)-2-hydroxyacetyl)-2-(1-(5-isopropylpyridin-3-yl)cyclopropyl)-3,5,6,7,8,9-hexahydro-4H-pyrimido[5,4-c]azepin-4-one